2,6-diethyl-4-methylbenzotriazole C(C)N1N=C2C(=N1)C=C(C=C2C)CC